N1=CC=CC=2CCCC(C12)=O 5,6,7,8-tetrahydroquinolin-8-one